CC1=C(C(=O)N[C@H](C)C2=CC(=NC3=CC=CC=C23)CCN2N=CC=C2)C=CC=C1 2-methyl-N-[(1R)-1-{2-[2-(1H-pyrazol-1-yl)ethyl]quinolin-4-yl}ethyl]benzamide